((2R,5S)-4-((3,5-difluoropyridin-2-yl)methyl)-2,5-dimethylpiperazin-1-yl)(2-(2-(2-hydroxypropan-2-yl)pyrimidin-4-yl)-5-methylpyridin-4-yl)methanone FC=1C(=NC=C(C1)F)CN1C[C@H](N(C[C@@H]1C)C(=O)C1=CC(=NC=C1C)C1=NC(=NC=C1)C(C)(C)O)C